tert-butyl ((8-cyanoisochroman-1-yl)methyl)(methyl)carbamate C(#N)C=1C=CC=C2CCOC(C12)CN(C(OC(C)(C)C)=O)C